tert-butyl (4-bromo-3-methoxypyridin-2-yl)(tert-butoxycarbonyl)carbamate BrC1=C(C(=NC=C1)N(C(OC(C)(C)C)=O)C(=O)OC(C)(C)C)OC